C1(CC1)[C@@H](\C=C(\S(=O)(=O)C)/F)N (S,E)-1-cyclopropyl-3-fluoro-3-(methylsulfonyl)prop-2-en-1-amine